2-[3-(3-{[(oxazin-3-yl)amino]methyl}pyrrolidin-1-yl)-1,2,4-triazin-6-yl]-5-(1H-pyrazol-4-yl)phenol hydrochloride Cl.O1NC(=CC=C1)NCC1CN(CC1)C=1N=NC(=CN1)C1=C(C=C(C=C1)C=1C=NNC1)O